indolopyran O1C=CC=C2C1=C1C=CC=CC1=N2